BrC=1C=C(C=C(C1Br)I)C1=CC=CC=C1 3,4-dibromo-5-iodo-1,1'-biphenyl